2-{3-hydroxy-2-[(1R,6R)-3-methyl-6-(prop-1-en-2-yl)cyclohex-3-en-1-yl]-5-pentylphenoxy}acetic acid OC=1C(=C(OCC(=O)O)C=C(C1)CCCCC)[C@@H]1CC(=CC[C@H]1C(=C)C)C